nitronicotine CN1CCCC1C2=CN=C(C=C2)[N+](=O)[O-]